COC(=O)C=1C(=NOC1C1CC1)C1=C(C=CC=C1)OC(F)(F)F 5-cyclopropyl-3-(2-(trifluoromethoxy)phenyl)isoxazole-4-carboxylic acid methyl ester